C(#N)[C@H]1N(CSC1)C(CNC(=O)C1=CC=NC2=CC=C(C=C12)C=1C=NN(C1)C1CCOCC1)=O (R)-N-(2-(4-cyanothiazolidin-3-yl)-2-oxoethyl)-6-(1-(tetrahydro-2H-pyran-4-yl)-1H-pyrazol-4-yl)quinoline-4-carboxamide